(R)-(9H-fluoren-9-yl)methyl-4-(4-hydroxypiperidin-1-yl)-4-oxo-1-(phenylthio)butan-2-ylcarbamate C1=CC=CC=2C3=CC=CC=C3C(C12)COC(N[C@@H](CSC1=CC=CC=C1)CC(=O)N1CCC(CC1)O)=O